FC1=C(C=C(C=C1)F)C1=C(C=NC=C1)N 4-(2,5-difluorophenyl)pyridin-3-amine